N[C@@H](CCC(=O)O)C 4R-aminovaleric acid